NC1=NN2C(C=C(C=C2)C=2C(=NC(=C(C(=O)NC([2H])([2H])C3=CC(=CC=C3)C(F)(F)F)C2)OC)C)=N1 5-(2-amino-[1,2,4]triazolo[1,5-a]pyridin-7-yl)-2-methoxy-6-methyl-N-((3-(trifluoromethyl)phenyl)methyl-d2)nicotinamide